CN1NC(C2=CC=CC=C12)(N)C 1,3-Dimethyl-1H-indazole-amine